C[Mg]Br.[Cl-].N[Hf+3].[Cl-].[Cl-] aminohafnium chloride compound with methyl-magnesium bromide